C(C)OC(=O)C=1C=CN2C1N=C(C=C2)OS(=O)(=O)C(F)(F)F (trifluoromethylsulfonyloxy)pyrrolo[1,2-a]pyrimidine-8-carboxylic acid ethyl ester